6-(Benzyloxy)-2-(cyclobutylmethyl)-3,4-dihydronaphthalene-1(2H)-one C(C1=CC=CC=C1)OC=1C=C2CCC(C(C2=CC1)=O)CC1CCC1